FC=1C=C(C=CC1[N+](=O)[O-])C1=NN(C=N1)C1=CC=C(OCC#N)C=C1 2-(4-(3-(3-fluoro-4-nitrophenyl)-1H-1,2,4-triazol-1-yl)phenoxy)acetonitrile